C(C1=CC=CC=C1)OC1=C(C(=O)C2=C(C(N([C@@H]2C2=CC=C(C=C2)C(F)(F)F)C2CCC(CC2)OC)=O)O)C=C(C=C1)C |r| rac-4-(2-(benzyloxy)-5-methylbenzoyl)-3-hydroxy-1-((1S,4S)-4-methoxycyclohexyl)-5-(4-(trifluoromethyl)phenyl)-1,5-dihydro-2H-pyrrol-2-one